tris(hydroxymethyl)methyl-sulfonic acid OCC(S(=O)(=O)O)(CO)CO